4-chloro-3-iodo-1-((2-(trimethylsilyl)ethoxy)methyl)-1H-pyrazolo[3,4-b]pyridine ClC1=C2C(=NC=C1)N(N=C2I)COCC[Si](C)(C)C